2-methyl-1λ6,2,6-thiadiazinone CN1[SH2](N=CC=C1)=O